C(#N)C1=CC(=C(C(=O)NC=2C=NC(=CC2)OC)C=C1)NC1=C(C=C(C=C1)F)OC 4-cyano-2-((4-fluoro-2-methoxyphenyl)amino)-N-(6-methoxypyridin-3-yl)benzamide